5-Chloro-4-nitrothiophene-2-carboxylic acid methyl ester COC(=O)C=1SC(=C(C1)[N+](=O)[O-])Cl